4-chloro-3-(pyridin-3-yl)-1-tosyl-1H-pyrrolo[2,3-b]pyridine ClC1=C2C(=NC=C1)N(C=C2C=2C=NC=CC2)S(=O)(=O)C2=CC=C(C)C=C2